methyldidodecylammonium tetrakis(pentafluorophenyl)borate tert-butyl-(2R,3S)-2-((((1R,3S)-3-(3-(allyloxy)phenyl)cyclopentyl)oxy)methyl)-3-(methylsulfonamido)piperidine-1-carboxylate C(C)(C)(C)OC(=O)N1[C@H]([C@H](CCC1)NS(=O)(=O)C)CO[C@H]1C[C@H](CC1)C1=CC(=CC=C1)OCC=C.FC1=C(C(=C(C(=C1[B-](C1=C(C(=C(C(=C1F)F)F)F)F)(C1=C(C(=C(C(=C1F)F)F)F)F)C1=C(C(=C(C(=C1F)F)F)F)F)F)F)F)F.C[NH+](CCCCCCCCCCCC)CCCCCCCCCCCC